[N+](=O)([O-])CC(C[N+](=O)[O-])C1=CC=C(OC[C@H](C(=O)OC(C)(C)C)O)C=C1 tert-butyl (R)-3-(4-(1,3-dinitroprop-2-yl) phenoxy)-2-hydroxypropionate